4-chloro-6,7,8,9-tetrahydro-5H-cyclohepta[b]pyridine ClC1=C2C(=NC=C1)CCCCC2